ClC=1C=CC(=C(C1)C1=CC=C2C(=CN=NC2=C1)NCC1=C(C=C(C=C1)OC)OC)OC1=CN=C(S1)C 7-[5-chloro-2-(2-methylthiazol-5-yl)oxy-phenyl]-N-[(2,4-dimethoxyphenyl)methyl]cinnolin-4-amine